O=C(CC(=O)O)CC(CCC(=O)O)=O 3,5-dioxooctanedioic acid